CC(C=CC1=C(C=CC=C1)N1CCCCC1)C 3-methyl-1-(2-(1-piperidyl)phenyl)butene